ClC=1C(=NC=C(C1)C(F)(F)F)OCCCO 3-((3-chloro-5-(trifluoromethyl)pyridine-2-yl)oxy)propan-1-ol